(Z)-4-((5-(dimethylamino)thiophen-2-yl)methylene)-3-(4-(trifluoromethyl)phenyl)isoxazol-5(4H)-one CN(C1=CC=C(S1)\C=C/1\C(=NOC1=O)C1=CC=C(C=C1)C(F)(F)F)C